rac-(2R,3R)-8-(3-((tert-butyldimethylsilyl)oxy)propyl)-8-azaspiro[4.5]decane-2,3-diyl bis(2-heptylnonanoate) C(CCCCCC)C(C(=O)O[C@@H]1CC2(C[C@H]1OC(C(CCCCCCC)CCCCCCC)=O)CCN(CC2)CCCO[Si](C)(C)C(C)(C)C)CCCCCCC |r|